S(=O)(=O)(O)O.O[C@@H]1CCCC(C=2C1=NC=CC2)=O (R)-9-hydroxy-6,7,8,9-tetrahydro-5H-cyclohepta[b]pyridin-5-one sulfate